C1(CC1)C1=NN(C(=C1)C12CCC(CC1)(CC2)CN(C(=O)C21CC(C2)(C1)F)C1=CC(=CC=C1)S(=O)(=O)C)C N-((4-(3-cyclopropyl-1-methyl-1H-pyrazol-5-yl)bicyclo[2.2.2]octan-1-yl)methyl)-3-fluoro-N-(3-(methylsulfonyl)phenyl)bicyclo[1.1.1]pentane-1-carboxamide